FC(SC=1C=C2N(N1)[C@H](C[C@H]2F)C2=CC=CC=C2)F cis-2-(difluoromethylthio)-4-fluoro-6-phenyl-5,6-dihydro-4H-pyrrolo[1,2-b]pyrazole